C(#N)C(=C1CC(C2=CC=CC=C12)=O)C#N 1-(dicyanomethylene)-1,3-dihydro-3-oxo-2H-inden